ethoxy-5-morpholino-N-(3-phenylpropyl)-1H-benzo[d]Imidazole-1-carboxamide C(C)OC1=NC2=C(N1C(=O)NCCCC1=CC=CC=C1)C=CC(=C2)N2CCOCC2